1-(2-((t-butoxycarbonyl)amino)propyl)-1H-pyrrole-3-carboxylic acid C(C)(C)(C)OC(=O)NC(CN1C=C(C=C1)C(=O)O)C